NC1=C2N=CN(C2=NC=N1)[C@H]1C[C@@H]([C@@](O1)(COC(C1=CC=CC=C1)(C1=CC=C(C=C1)OC)C1=CC=C(C=C1)OC)CO)O[Si](C)(C)C(C)(C)C [(2S,3S,5R)-5-(6-aminopurin-9-yl)-2-{[bis(4-methoxyphenyl)(phenyl)methoxy]methyl}-3-[(tert-butyldimethylsilyl)oxy]oxolan-2-yl]methanol